prop-2-en-1-yl (2S)-6-amino-2-{[(9H-fluoren-9-ylmethoxy)carbonyl]amino}hexanoate hydrochloride Cl.NCCCC[C@@H](C(=O)OCC=C)NC(=O)OCC1C2=CC=CC=C2C=2C=CC=CC12